FCCCCCSC1=CC(=C(C=C1OC)CC(CC)NC(O)=O)OC (1-(4-((5-fluoropentyl)thio)-2,5-dimethoxyphenyl)butan-2-yl)carbamic acid